5-chloro-4-(cyclopentylmethoxy)-2-fluoro-N-((2-methoxy-phenyl)sulfonyl)benzamide ClC=1C(=CC(=C(C(=O)NS(=O)(=O)C2=C(C=CC=C2)OC)C1)F)OCC1CCCC1